The molecule is a xanthene dye that is fluorescein bearing bromine substituents at positions 2', 4', 5' and 7' (on the xanthene ring) and chlorine substituents at position 2, 3, 4, and 5 (on the phenyl ring). The disodium salt is the biological stain 'phloxine B'. It has a role as a fluorochrome. It is an organobromine compound, a member of benzoic acids, a tetrachlorobenzene, a member of phenols and a xanthene dye. It derives from a fluorescein. It is a conjugate acid of a 2',4',5',7'-tetrabromo-2,3,4,5-tetrachlorofluorescein(2-). C1=C2C(=C3C=C(C(=O)C(=C3OC2=C(C(=C1Br)O)Br)Br)Br)C4=C(C(=C(C(=C4Cl)Cl)Cl)Cl)C(=O)O